CNC(=O)C1(N=CCC1C)C N,2,3-trimethyl-3,4-dihydro-2H-pyrrole-2-carboxamide